5-(1-Methoxypropan-2-yl)-2,2,7,7-tetramethyltricyclo[6.2.1.01,6]undec-5-ene COCC(C)C=1CCC(C23C1C(C(CC2)C3)(C)C)(C)C